2,3,4,9-tetrahydro-1H-b-carboline-3-carboxylic acid C1NC(CC=2C3=CC=CC=C3NC12)C(=O)O